COC1=CC=C(C=C1)C1=NN2C(=NC=3C=CC=CC3C2=N1)NC=1C(N=CC=NC1)=O 6-{[2-(4-Methoxyphenyl)[1,2,4]triazolo[1,5-c]quinazolin-5-yl]amino}-1,4-diazepin-5-one